Cl.ClC=1C(=NC=CN1)CN (3-chloropyrazin-2-yl)methanamine HCl